6-chloro-4-isopropyl-1-((2S,3R)-2-methyl-3-((methanesulfonyl)methyl)azetidin-1-yl)-2,7-naphthyridine ClC=1C=C2C(=CN=C(C2=CN1)N1[C@H]([C@@H](C1)CS(=O)(=O)C)C)C(C)C